C1(=CC=CC=C1)N1C(=NC2=C1C=CC=C2)C2=C(NC1=CC=C(C=C1)C=1C(=NC=NC1)C1=CC=CC=C1)C=CC=C2 2-(1-phenyl-1H-benzimidazol-2-yl)-N-(4-(4-phenylpyrimidin-5-yl)phenyl)aniline